C(C)(C)(C)OC(=O)O[C@@H]1[C@H]([C@H](N(C1)C(=O)[O-])CC1=CC=C(C=C1)OC)OC(NCCOCCN(C)C)=O (2R,3S,4S)-4-[(tert-butoxycarbonyl)oxy]-3-[({2-[2-(dimethylamino)ethoxy]ethyl}carbamoyl)oxy]-2-[(4-methoxyphenyl)methyl]pyrrolidine-1-carboxylate